(S)-N-(1-(3-(2-cyclopropylpyridin-4-yl)-1,2,4-oxadiazol-5-yl)ethyl)-4-methylbenzamide C1(CC1)C1=NC=CC(=C1)C1=NOC(=N1)[C@H](C)NC(C1=CC=C(C=C1)C)=O